C[C@@H]1CN(C[C@@H](O1)C)C1=CC=CC(=N1)C=1N=C2C(=NC1)C=NC(=C2)CN [2-[6-[(2R,6S)-2,6-dimethylmorpholin-4-yl]-2-pyridinyl]pyrido[3,4-b]pyrazin-7-yl]methylamine